nonaoxanonacosanamide C(OOOOOOOOOCCCCCCCCCCCCCCCCCCC)(=O)N